C(C)(C)(C)C=1C=C(C=C(C1)C(C)(C)C)B1OC(C)(C)C(C)(C)O1 3,5-di-tert-butylphenylboronic acid pinacol ester